Ethyl 2-(3-methoxyisoxazol-5-yl)-3-methyl-butanoate COC1=NOC(=C1)C(C(=O)OCC)C(C)C